COC=1C(=CC(=C(C(=O)O)C1)[N+](=O)[O-])OCCCC(=O)OC 5-methoxy-4-(4-methoxy-4-oxobutoxy)-2-nitrobenzoic acid